O1C[C@H]([C@@H](C1)O)O trans-tetrahydrofuran-3,4-diol